ClC1=CC(=C(C=C1)C(OC1=CC=CC(=N1)C1CCNCC1)([2H])[2H])F 4-(6-((4-Chloro-2-fluorophenyl)methoxy-d2)pyridin-2-yl)piperidin